4-amino-1-(2-methylpyridin-3-yl)-7-(oxetan-3-yl)quinazolin-2(1H)-one NC1=NC(N(C2=CC(=CC=C12)C1COC1)C=1C(=NC=CC1)C)=O